L-alanine-tert.-butyl ester C(C)(C)(C)OC([C@@H](N)C)=O